N1=C(C=CC=2CCCNC12)CC[C@H]1CN(CC1)C[C@@H](CC(=O)O)C1=CC(=CC=C1)OC[C@H]1OCCC1 (S)-4-((R)-3-(2-(5,6,7,8-tetrahydro-1,8-naphthyridin-2-yl)ethyl)pyrrolidin-1-yl)-3-(3-(((S)-tetrahydrofuran-2-yl)methoxy)phenyl)butanoic acid